(R)-(3-Aminopiperidin-1-yl)(2-(1-(cyclopropylmethyl)-6-methoxy-1H-indol-2-yl)-1-methyl-1H-benzo[d]imidazol-5-yl)methanone, hydrochloride Cl.N[C@H]1CN(CCC1)C(=O)C1=CC2=C(N(C(=N2)C=2N(C3=CC(=CC=C3C2)OC)CC2CC2)C)C=C1